2-(4-(2-(3-(1-(5-chloropyrimidin-2-yl)piperidin-4-yl)cyclobutyl)ethoxy)-2-fluorophenyl)-1-(4-((2S,3R,4R,5R)-2,3,4,5,6-pentahydroxyhexyl)piperazin-1-yl)ethan-1-one ClC=1C=NC(=NC1)N1CCC(CC1)C1CC(C1)CCOC1=CC(=C(C=C1)CC(=O)N1CCN(CC1)C[C@@H]([C@H]([C@@H]([C@@H](CO)O)O)O)O)F